N-((S)-2-((4-((R)-cyclopropyl(4,4,4-trifluorobutanamido)methyl)pyridin-2-yl)amino)-1-(4,4-difluorocyclohexyl)-2-oxoethyl)-1-methyl-1H-pyrazole-5-carboxamide C1(CC1)[C@H](C1=CC(=NC=C1)NC([C@H](C1CCC(CC1)(F)F)NC(=O)C1=CC=NN1C)=O)NC(CCC(F)(F)F)=O